tert-butyl (3-(6-chloro-3-neopentyl-4-oxo-3,4-dihydroquinazolin-2-yl)propyl)(methyl)carbamate ClC=1C=C2C(N(C(=NC2=CC1)CCCN(C(OC(C)(C)C)=O)C)CC(C)(C)C)=O